CC(CO)CCC(CCCO)C 2,5-dimethyl-1,8-octanediol